FC(N1N=CC(=C1)C=1C(=CC(=NC1)NC1=NC(=NC=C1)C1=C(C=C(C=C1OC)C(=O)N1C[C@H](CC1)F)F)N1C[C@H](CCC1)O)F (4-(4-((5-(1-(difluoromethyl)-1H-pyrazol-4-yl)-4-((S)-3-hydroxypiperidin-1-yl)pyridin-2-yl)amino)pyrimidin-2-yl)-3-fluoro-5-methoxyphenyl)((S)-3-fluoropyrrolidin-1-yl)methanone